3-(5-(7-fluoro-5-methoxyindoline-1-carbonyl)-1-oxoisoindolin-2-yl)piperidine-2,6-dione FC=1C=C(C=C2CCN(C12)C(=O)C=1C=C2CN(C(C2=CC1)=O)C1C(NC(CC1)=O)=O)OC